4-hydroxy-3,4-dihydro-2H-pyrido[1,2-a]pyrazine-1,6-dione OC1CNC(C=2N1C(C=CC2)=O)=O